O=C1N(CCC(N1)=O)C=1C=C(C(=O)N2CCC3(CC2)CCCCC3)C=CC1F 3-(3-(2,4-dioxotetrahydropyrimidin-1(2H)-yl)-4-fluorobenzoyl)-3-azaspiro[5.5]undecan